FC(C(=O)[O-])(F)F.FC1(CCC(CC1)[C@H]([NH3+])C=1N=C2N(N=CC(=C2)CC2(C(N[C@@H](C2)C(F)(F)F)=O)COC)C1)F (1S)-(4,4-difluorocyclohexyl)(7-(((5S)-3-(methoxymethyl)-2-oxo-5-(trifluoromethyl)pyrrolidin-3-yl)methyl)imidazo[1,2-b]pyridazin-2-yl)methanaminium 2,2,2-trifluoroacetate